ClC=1C=C2CC(C(C2=CC1)(C)C)NC1=CC=C(C=C1)[C@@H](C(F)(F)F)N(C(=O)C1CCS(CC1)(=O)=O)C N-((1S)-1-(4-((5-chloro-1,1-dimethyl-2,3-dihydro-1H-inden-2-yl)amino)phenyl)-2,2,2-trifluoroethyl)-N-methyltetrahydro-2H-thiopyran-4-carboxamide 1,1-dioxide